(2-hydroxyethyl)-2-oxo-2,3-dihydro-1H-benzo[d]imidazol-5-carbaldehyde OCCN1C(NC2=C1C=CC(=C2)C=O)=O